COC1=C(C(=O)NCC(F)(F)F)C(=CC(=C1)N1C=NC2=C1C=CC(=C2)C2CCNCC2)OC 2,6-dimethoxy-4-[5-(4-piperidyl)benzimidazol-1-yl]-N-(2,2,2-trifluoroethyl)benzamide